3-methylpyridazin-4-amine CC=1N=NC=CC1N